tert-butyl 3-(4-(methoxycarbonyl) phenoxy)-4-oxopiperidine-1-carboxylate COC(=O)C1=CC=C(OC2CN(CCC2=O)C(=O)OC(C)(C)C)C=C1